C(=O)(O)CC[U+2](=O)=O (2-carboxyethyl)uranyl